3-Hydroxy-9-azabicyclo[3.3.1]nonane-9-carboxylic acid tert-butyl ester C(C)(C)(C)OC(=O)N1C2CC(CC1CCC2)O